1'-(azetidin-3-yl)-6-(2,6-dioxopiperidin-3-yl)spiro[furo[2,3-f]isoindole-2,4'-piperidine]-5,7(3H,6H)-dione N1CC(C1)N1CCC2(CC1)CC=1C(=CC=3C(N(C(C3C1)=O)C1C(NC(CC1)=O)=O)=O)O2